succinimidyl-L-lysine C1(CCC(N1N[C@@H](CCCCN)C(=O)O)=O)=O